C(C)OC(C(C)(C)C1CC(C1)=COC)=O 2-[3-(Methoxymethylene)cyclobutyl]-2-methyl-propionic acid ethyl ester